3-((benzylamino)sulfonyl)-4-bromo-N-(4-bromophenyl)benzamide C(C1=CC=CC=C1)NS(=O)(=O)C=1C=C(C(=O)NC2=CC=C(C=C2)Br)C=CC1Br